2-amino-4-morpholino-1,3,5-triazine NC1=NC=NC(=N1)N1CCOCC1